C(C1=CC=CC=C1)OC(=O)N1C=CC2=C1N=CN=C2C 4-methyl-7H-pyrrolo[2,3-d]pyrimidine-7-carboxylic acid benzyl ester